(R)-tert-butyl 3-((S)-3-(4-bromobenzo[b]thiophen-2-yl)-1-(tert-butoxy)-1-oxopropane-2-yl)pyrrolidine-1-carboxylate BrC1=CC=CC=2SC(=CC21)C[C@H](C(=O)OC(C)(C)C)[C@@H]2CN(CC2)C(=O)OC(C)(C)C